1,5-dimethylpyrazol-4-amine CN1N=CC(=C1C)N